CC=1N=C(SC1C)N\C(\C)=C\1/C(NC2=CN=C(C=C21)C=2C=NC=CC2C)=O (Z)-3-(1-((4,5-Dimethylthiazol-2-yl)amino)ethylidene)-5-(4-methylpyridin-3-yl)-1H-pyrrolo[2,3-c]pyridin-2(3H)-one